C(C=1C(O)=CC=CC1)(=O)O.NCCC(=O)O beta-alanine salicylate